C1N(CCC12CCOCC2)C(=O)C2=CN(C=C2)C(=O)C2=C(C=CC=C2)F (3-(8-oxa-2-azaspiro[4.5]decane-2-carbonyl)-1H-pyrrol-1-yl)(2-fluorophenyl)methanone